(E)-(3-((E)-3-methoxybenzylidene)-2-oxocyclopentadien) COC=1C=C(\C=C/2\C(C=C=C2)=O)C=CC1